ClC1=CC=C(CN2CC3C(C2)CN(C3)C(=O)N3N=C(C=C3)NC(C)=O)C=C1 N-(1-(5-(4-Chlorobenzyl)octahydropyrrolo[3,4-c]pyrrole-2-carbonyl)-1H-pyrazol-3-yl)acetamide